C[C@]12CC(C[C@](CC1)(N2)C)N(C2=CC=C(N=N2)C2=CC(=C(C=C2O)C2=CC(N(C=N2)C)=O)F)C 6-(4-(6-(((1R,3S,5S)-1,5-dimethyl-8-azabicyclo[3.2.1]octan-3-yl)(methyl)amino)pyridazin-3-yl)-2-fluoro-5-hydroxyphenyl)-3-methylpyrimidin-4(3H)-one